4-(2-(4-(2-acetyl-5-chlorophenyl)-5-methoxy-2-oxopyridin-1(2H)-yl)-3-phenylpropionylamino)benzoic acid C(C)(=O)C1=C(C=C(C=C1)Cl)C1=CC(N(C=C1OC)C(C(=O)NC1=CC=C(C(=O)O)C=C1)CC1=CC=CC=C1)=O